3-(2-(ethyl-(methyl)amino)ethyl)-7-fluoro-1H-indol-5-ol C(C)N(CCC1=CNC2=C(C=C(C=C12)O)F)C